C=C\C=C\C trans-1,3-Pentadiene